2-(4-Ethyl-3-(hydroxymethyl)-5-oxo-4,5-dihydro-1H-1,2,4-triazol-1-yl)-3-fluoro-6-(2-fluoro-5-methylphenyl)-8-isopropyl-1,6-naphthyridin-5(6H)-one C(C)N1C(=NN(C1=O)C1=NC=2C(=CN(C(C2C=C1F)=O)C1=C(C=CC(=C1)C)F)C(C)C)CO